ClC=1C=C(NC2(CCC3(C(CC4=CC=CC=C34)C[C@@H](CO)C)CC2)C(=O)OC)C=CC1 methyl (1r,4S)-4-(3-chloroanilino)-2'-[(2S)-3-hydroxy-2-methylpropyl]-2',3'-dihydrospiro[cyclohexane-1,1'-indene]-4-carboxylate